S1C(=NC=C1)CC1=CC=C(C=C1)NC(OCC1=CC=C(C=C1)Cl)=O 4-chlorobenzyl (4-(thiazol-2-ylmethyl)phenyl)carbamate